dodecenyl-butyric anhydride C(=CCCCCCCCCCC)C(C(=O)OC(C(CC)C=CCCCCCCCCCC)=O)CC